(dimethylsulfamoyl)-2-(4-piperidinyloxy)-4-(8,8,8-trifluorooctylamino)benzoic acid CN(S(=O)(=O)C=1C(=C(C(=O)O)C=CC1NCCCCCCCC(F)(F)F)OC1CCNCC1)C